2-((4R,7R)-1-oxaspiro[3.5]nonan-7-yl)-8-(trifluoromethyl)pyrido[4,3-d]pyrimidine-2,5-diamine O1CCC12CCC(CC2)C2(N=CC1=C(N2)C(=CN=C1N)C(F)(F)F)N